C(C)(C)N1N=C(C=C1)S(=O)(=O)NC(=O)OC 1-Isopropyl-3-(methoxycarbonylaminosulfonyl)-1H-pyrazole